3-Dimethylaminopropionic acid methyl ester phosphate P(=O)(O)(O)O.COC(CCN(C)C)=O